ClC1=CC(=NC=C1)/C=C/CC[C@H](C)NC(OC(C)(C)C)=O tert-butyl (S,E)-(6-(4-chloropyridin-2-yl)hex-5-en-2-yl)carbamate